2-(7-((2S,5R)-2,5-diethyl-4-(1-(1-ethyl-3-(trifluoromethyl)-1H-pyrazol-5-yl)ethyl)piperazin-1-yl)-4-methyl-5-oxo-4,5-dihydro-2H-pyrazolo[4,3-b]pyridin-2-yl)acetonitrile C(C)[C@@H]1N(C[C@H](N(C1)C(C)C1=CC(=NN1CC)C(F)(F)F)CC)C=1C=2C(N(C(C1)=O)C)=CN(N2)CC#N